Cl.NC(C(=O)N1CCN(CC1)C(=O)NC1=NC(N(C=C1)C1=CC=C(C=C1)OC(CN1C[C@H](CC1)CN)C)=O)(C)C 4-(2-Amino-2-methylpropanoyl)-N-(1-(4-((1-((R)-3-(aminomethyl)pyrrolidin-1-yl)propan-2-yl)oxy)phenyl)-2-oxo-1,2-dihydropyrimidin-4-yl)piperazine-1-carboxamide hydrochloride salt